((2S,4S)-1-methyl-4-fluoropyrrol-2-yl)methanol CN1C(=CC(=C1)F)CO